ClC=1C=C(C=C(C1)Cl)C1(CC(=NO1)C1=CC(=C(C(=O)NC2=NC(=NN2C)C(F)(F)F)C=C1)C)C(F)(F)F 4-(5-(3,5-dichlorophenyl)-5-(trifluoromethyl)-4,5-dihydroisoxazol-3-yl)-2-methyl-N-(1-methyl-3-(trifluoromethyl)-1H-1,2,4-triazol-5-yl)benzamide